1-[(tert-butoxy)carbonyl]pyrrolidine-2-carboxylic acid C(C)(C)(C)OC(=O)N1C(CCC1)C(=O)O